(R)-tert-Butyl (8-(quinolin-6-ylsulfonyl)-1-oxa-8-azaspiro[4.5]decan-3-yl)carbamate N1=CC=CC2=CC(=CC=C12)S(=O)(=O)N1CCC2(C[C@H](CO2)NC(OC(C)(C)C)=O)CC1